N-[3-(difluoromethyl)-1-(4-oxocyclohexyl)pyrazol-4-yl]-5-[(1R,4R)-2-oxa-5-azabicyclo[2.2.1]heptan-5-yl]pyrazolo[1,5-a]pyrimidine-3-carboxamide FC(C1=NN(C=C1NC(=O)C=1C=NN2C1N=C(C=C2)N2[C@H]1CO[C@@H](C2)C1)C1CCC(CC1)=O)F